meta-toluoyl peroxide C1(=CC(=CC=C1)C(=O)OOC(=O)C=1C=C(C=CC1)C)C